4-fluoro-N-[(1s,4s)-4-{[6-cyano-2-(trifluoromethyl)quinolin-4-yl]amino}cyclohexyl]benzamide FC1=CC=C(C(=O)NC2CCC(CC2)NC2=CC(=NC3=CC=C(C=C23)C#N)C(F)(F)F)C=C1